2-hydroxy-N-(2-fluoro-4-nitrophenylethyl)acetamide OCC(=O)NCCC1=C(C=C(C=C1)[N+](=O)[O-])F